N-[(Z)-[amino-(3-bromo-2-pyridyl)methylene]amino]-3,3,3-trifluoro-propanamide N\C(\C1=NC=CC=C1Br)=N/NC(CC(F)(F)F)=O